BrC1=CC=C(C(=N1)NC(=O)[C@H]1N(C[C@@H](C1)F)C(=O)OC(C)(C)C)OC tert-butyl (2S,4R)-2-((6-bromo-3-methoxypyridin-2-yl) carbamoyl)-4-fluoropyrrolidine-1-carboxylate